1,3,5,7-octanetetracarboxylic acid C(CC(CC(CC(C)C(=O)O)C(=O)O)C(=O)O)C(=O)O